C(C)(C)(C)C(C(=O)O)CCCCCCCC(=O)O.COC(C)C=1C=CC(=NC1)CO (5-(1-methoxyethyl)pyridin-2-yl)methanol Mono-tert-butyl-sebacate